COC(C(=O)O)(C(F)(F)F)C1=CC=CC=C1 methoxy-α-trifluoromethylphenylacetic acid